OCC(CCCNC(CCCCCCCCCCCCCCCCC)=O)(C)C N-(5-hydroxy-4,4-dimethylpentyl)stearamide